3-((4-methoxyphenyl)sulfonyl)-N-methyl-4-(4-methyl-1,4-diazepan-1-yl)quinoline-6-carboxamide COC1=CC=C(C=C1)S(=O)(=O)C=1C=NC2=CC=C(C=C2C1N1CCN(CCC1)C)C(=O)NC